(1R,3r,5S)-bicyclo[3.1.0]Hex-3-ylmethanesulfonate [C@H]12CC(C[C@@H]2C1)CS(=O)(=O)[O-]